[N+](=O)([O-])C1=CC=C(C(=O)NC(=O)N2CCNCC2)C=C1 N-(4-nitrobenzoyl)piperazine-1-carboxamide